N[C@@H](C(=O)NC=1C=NC(=CC1OC)C1=C2C(=NC=C1)NC(=C2)C)CC(C)(C)C (2R)-2-Amino-N-[4-methoxy-6-(2-methyl-1H-pyrrolo[2,3-b]pyridin-4-yl)-3-pyridyl]-4,4-dimethyl-pentanamide